N,N-dimethyl-ethanolamine potassium [K].CN(CCO)C